8-HYDROXYQUINOLINE-3-BORONIC ACID OC=1C=CC=C2C=C(C=NC12)B(O)O